FC1(C(CNC1)NC1=NC(=CC=C1)C1=CN=C2N1C=C(C(=C2)OC)C=2C=NN1C2C=CC(=C1)F)F N-(4,4-difluoropyrrolidin-3-yl)-6-(6-(6-fluoropyrazolo[1,5-a]pyridin-3-yl)-7-methoxyimidazo[1,2-a]pyridin-3-yl)pyridin-2-amine